C1(=CC=CC=C1)C1=C(C1)C1=CC=CC=C1 1,2-diphenyl-cyclopropene